C(N)(=O)C=1C=CC(=C2C=CN=NC12)N1C[C@@H](N([C@@H](C1)C)C(=O)OC(C)(C)C)C tert-butyl (2S,6R)-4-(8-carbamoylcinnolin-5-yl)-2,6-dimethyl-piperazine-1-carboxylate